bicyclo[2.2.1]heptanedicarbaldehyde C1CC2(CC1CC2C=O)C=O